ClC=1C(=NC(=NC1)NC=1C(=NC(=CC1)N1CC(CC1)N(C)C)OC)N(S(=O)(=O)C)C1=C(C=CC=C1)NS(=O)(=O)C N-(5-chloro-2-((6-(3-(dimethylamino)pyrrolidin-1-yl)-2-methoxypyridin-3-yl)amino)pyrimidine-4-yl)-N-(2-(methylsulfonamido)phenyl)methanesulfonamide